butyl (4-aminobut-2-en-1-yl)carbamate NCC=CCNC(OCCCC)=O